6-(1-hydroxyethyl)-3-methyl-4H-chromen-4-one OC(C)C=1C=C2C(C(=COC2=CC1)C)=O